CS(=O)(=O)[O-] methylsulfonate